4'-(piperidin-4-yl)-5-(4-(4-(trifluoromethyl)phenyl)-1H-1,2,3-triazol-1-yl)-[1,1'-biphenyl]-3-carboxylic acid 2-(dimethylamino)-2-oxoethyl ester CN(C(COC(=O)C=1C=C(C=C(C1)N1N=NC(=C1)C1=CC=C(C=C1)C(F)(F)F)C1=CC=C(C=C1)C1CCNCC1)=O)C